2-cyclohexanecarbonyl-5-[(2-cyclohexanecarbonyl-1,3-dioxo-2,3-dihydro-1H-inden-5-yl)sulfonyl]-2,3-dihydro-1H-indene-1,3-dione C1(CCCCC1)C(=O)C1C(C2=CC=C(C=C2C1=O)S(=O)(=O)C=1C=C2C(C(C(C2=CC1)=O)C(=O)C1CCCCC1)=O)=O